FC1(CNCCC1NC(=O)C1=C(OC2=C1C=C(C=C2)OCC2=NC(=CC=C2)N(C)C)C)F N-(3,3-difluoropiperidin-4-yl)-5-((6-(dimethylamino)pyridin-2-yl)methoxy)-2-methylbenzofuran-3-carboxamide